8-methyl-N-vanillyl-(trans)-6-nonenamide CC(/C=C/CCCCC(=O)NCC1=CC(OC)=C(O)C=C1)C